1-ethylcyclohexyl 4-bromobutyrate BrCCCC(=O)OC1(CCCCC1)CC